C(C)(C)OC1=C(N=CC=2N1N=C(N2)N([C@@H]2[C@@H](CNCC2)C)C)C=2C=NNC2 5-isopropoxy-N-methyl-N-((3R,4S)-3-methylpiperidin-4-yl)-6-(1H-pyrazol-4-yl)-[1,2,4]triazolo[1,5-a]pyrazin-2-amine